C=CC1CCC(C(CCC=CC)O1)O 3,7-epoxy-1,10-dodecadien-6-ol